2-(methylthio)-4-(pyridin-4-yloxy)aniline Methyl-5-(4-bromothiazol-2-yl)-2H-1,2,6-thiadiazine-3-carboxylate COC(=O)C=1NSN=C(C1)C=1SC=C(N1)Br.CSC1=C(N)C=CC(=C1)OC1=CC=NC=C1